1-(2,4-dimethoxyphenyl)-3-(6-methoxy-2-methylpyridin-3-yl)-6-(trifluoromethyl)-2,3-dihydroquinazolin-4(1H)-one COC1=C(C=CC(=C1)OC)N1CN(C(C2=CC(=CC=C12)C(F)(F)F)=O)C=1C(=NC(=CC1)OC)C